4-((1-(2-cyanoethyl)-1H-tetrazol-5-yl)(phenyl)methyl)-4,7-diazaspiro[2.5]octane-7-carboxylic acid tert-butyl ester C(C)(C)(C)OC(=O)N1CCN(C2(CC2)C1)C(C1=CC=CC=C1)C1=NN=NN1CCC#N